(S)-1-amino-1'-(8-iodo-[1,2,4]triazolo[4,3-c]pyrimidin-5-yl)-1,3-dihydrospiro[indene-2,4'-piperidin]-4-ol N[C@@H]1C=2C=CC=C(C2CC12CCN(CC2)C2=NC=C(C=1N2C=NN1)I)O